racemic-methyl 2-(2,2,7-trifluoro-3-oxo-6-(perfluorophenyl)-2,3-dihydro-4H-benzo[b][1,4]oxazin-4-yl)pentanoate FC1(C(N(C2=C(O1)C=C(C(=C2)C2=C(C(=C(C(=C2F)F)F)F)F)F)[C@@H](C(=O)OC)CCC)=O)F |r|